2-(2,5-dimethylpyrrol-1-yl)-3-methyl-6-(pyridine-3-carbonyl)benzimidazole-4-carbonitrile CC=1N(C(=CC1)C)C=1N(C2=C(N1)C=C(C=C2C#N)C(=O)C=2C=NC=CC2)C